1-(4-(7-Oxa-2-azaspiro[3.5]nonan-2-yl)cyclohexyl)-6-isopropyl-5-(8-methoxy-[1,2,4]triazolo[1,5-a]pyridin-6-yl)-1,3-dihydro-2H-benzo[d]imidazol-2-on C1N(CC12CCOCC2)C2CCC(CC2)N2C(NC1=C2C=C(C(=C1)C=1C=C(C=2N(C1)N=CN2)OC)C(C)C)=O